CCCCCCCCCCCCCCCC(=O)OC[C@H](CO)O The molecule is a 1-acyl-sn-glycerol that has hexadecanoyl (palmitoyl) as the 1-acyl group. It is a 1-acyl-sn-glycerol, a 1-monopalmitoylglycerol and a monoacylglycerol 16:0. It is an enantiomer of a 3-palmitoyl-sn-glycerol.